N-(4-((R*)-2-(3-chloro-4-fluorophenyl)propyl)-6-(((R)-1-hydroxy-4-methylpentan-2-yl)amino)-1,3,5-triazin-2-yl)methanesulfonamide ClC=1C=C(C=CC1F)[C@@H](CC1=NC(=NC(=N1)N[C@@H](CO)CC(C)C)NS(=O)(=O)C)C |o1:8|